1-(4-((2-chloro-6-nitrophenyl)amino)piperidin-1-yl)-2-(4-(trifluoromethyl)phenyl)ethan-1-one tert-butyl-3-(prop-1-en-2-yl)-2,5-dihydropyrrole-1-carboxylate C(C)(C)(C)OC(=O)N1CC(=CC1)C(=C)C.ClC1=C(C(=CC=C1)[N+](=O)[O-])NC1CCN(CC1)C(CC1=CC=C(C=C1)C(F)(F)F)=O